(R)-ethyl 2-(2-((5-bromo-1-(tetrahydrofuran-3-yl)-1H-indazol-3-yl)methoxy)phenyl)acetate BrC=1C=C2C(=NN(C2=CC1)[C@H]1COCC1)COC1=C(C=CC=C1)CC(=O)OCC